O-adipoylcarnitine sulfate S(=O)(=O)(O)O.C(CCCCC(=O)O)(=O)OC(C[N+](C)(C)C)CC([O-])=O